ClC=1C(=NC(=NC1)NC1=CC2=C(B(OC2)O)C(=C1)CC)NC1CCCC1 5-((5-chloro-4-(cyclopentylamino)pyrimidin-2-yl)amino)-7-ethylbenzo[c][1,2]oxaborole-1(3H)-ol